FC1=C(C=C(C=C1)F)[C@@]12N(CC[C@H]2C1)C1=NC=2N(C=C1)N=CC2C=2OC(=NN2)C(C)C 2-(5-((1R,5S)-1-(2,5-difluorophenyl)-2-azabicyclo[3.1.0]hex-2-yl)pyrazolo[1,5-a]pyrimidin-3-yl)-5-isopropyl-1,3,4-oxadiazole